C(=O)(O)[C@H](O)[C@@H](O)C(=O)O.N1=CN=C2NC=NC2=C1N1C[C@@H](CCC1)NC(C=C)=O (R)-N-(1-(9H-purin-6-yl)piperidin-3-yl)acrylamide L-tartrate